sodium 4-amino-3,5-dibromobenzenesulfonate tert-Butyl-((1r,3r)-3-((4-bromo-5-methoxypyridin-3-yl)oxy)cyclobutyl)carbamate C(C)(C)(C)N(C([O-])=O)C1CC(C1)OC=1C=NC=C(C1Br)OC.NC1=C(C=C(C=C1Br)S(=O)(=O)O)Br.[Na+]